COC1=CC(=C(C(=N1)C)N)C 6-methoxy-2,4-dimethylpyridin-3-amine